N1C(=NC2=C1C=CC=C2)[C@@H](N2C(C1=CC=C(C=C1C=C2)C2=CC=C(C=C2)C2CCN(CC2)C)=O)C2=C(C=CC(=C2)F)O 2-[(S)-1H-benzimidazol-2-yl-(5-fluoro-2-hydroxy-phenyl)methyl]-6-[4-(1-methyl-4-piperidinyl)phenyl]isoquinolin-1-one